C(C)N(C([S-])=S)CC.C(C)N(C([S-])=S)CC.C(C)N(C([S-])=S)CC.C(C)N(C([S-])=S)CC.[Mo+4] molybdenum (IV) tetrakis(diethyldithiocarbamate)